(S)-quinuclidin-3-yl (2,2-diethyl-5-(3-fluorophenyl)-2,3-dihydro-1H-inden-1-yl)carbamat C(C)C1(C(C2=CC=C(C=C2C1)C1=CC(=CC=C1)F)NC(O[C@@H]1CN2CCC1CC2)=O)CC